2-bromo-6-chloro-3-cyanobenzylacetate BrC1=C(CCC(=O)[O-])C(=CC=C1C#N)Cl